[N].COC(C1=CC=NC=C1)=O isonicotinic acid methyl ester nitrogen